N,N'-(2-methylpentane-1,5-diyl)bisaspartic acid CC(CN[C@@H](CC(=O)O)C(=O)O)CCCN[C@@H](CC(=O)O)C(=O)O